dimethyl [4-(3,5-diallyl-2,4,6-trioxo-[1,3,5]triazin-1-yl)-but-2-ynyl]-phosphonate C(C=C)N1C(N(C(N(C1=O)CC=C)=O)CC#CCP(OC)(OC)=O)=O